2-(5-(naphthalen-1-ylmethoxy)pyridin-2-yl)acetic acid C1(=CC=CC2=CC=CC=C12)COC=1C=CC(=NC1)CC(=O)O